N-((1,6-dimethyl-1H-benzimidazol-7-yl)methyl)-3-fluoro-4-(trifluoromethoxy)benzamide CN1C=NC2=C1C(=C(C=C2)C)CNC(C2=CC(=C(C=C2)OC(F)(F)F)F)=O